(S)-N-(9-ethyl-5-fluoro-9-hydroxy-4-methyl-10,13-dioxo-2,3,9,10,13,15-hexahydro-1H,12H-benzo[de]pyrano[3',4':6,7]indolizino[1,2-b]quinolin-1-yl)-3-hydroxybutanamide C(C)C1(C(OCC=2C(N3CC=4C(=NC=5C=C(C(=C6C5C4C(CC6)NC(C[C@H](C)O)=O)C)F)C3=CC21)=O)=O)O